((2R,7aR)-2-(3-iodophenoxy)tetrahydro-1H-pyrrolizin-7a(5H)-yl)methanol IC=1C=C(O[C@@H]2C[C@]3(CCCN3C2)CO)C=CC1